BrC=1C=C(C=CC1)[C@H](CO)NC(OC(C)(C)C)=O tert-butyl (R)-(1-(3-bromophenyl)-2-hydroxyethyl)carbamate